(R)-Ethyl 2-(3-(5-(3-hydroxy-1-methyl-2-oxopyrrolidin-3-yl)isoxazol-3-yl)phenyl)-5-methylthiazole-4-carboxylate O[C@@]1(C(N(CC1)C)=O)C1=CC(=NO1)C=1C=C(C=CC1)C=1SC(=C(N1)C(=O)OCC)C